6-cyano-3-(2-{[(1S,3S)-3-aminocyclopentyl]amino}-5-(trifluoromethyl)pyrimidin-4-yl)pyrrole C(#N)C1=C(C(=NC(=N1)N[C@@H]1C[C@H](CC1)N)C1=CNC=C1)C(F)(F)F